C(C)(=O)C(=CNC(NC[C@@H](NC(OC(C)(C)C)=O)C(C)C)=O)C(=O)OCC Ethyl (S)-12-acetyl-6-isopropyl-2,2-dimethyl-4,9-dioxo-3-oxa-5,8,10-triazatridec-11-en-13-oate